6-(2,4-dimethoxypyrimidin-5-yl)-3-fluoro-8-((1S,2S)-2-(7-fluoro-1-(2,2,2-trifluoroethyl)-1H-indazol-6-yl)cyclopropyl)imidazo[1,2-b]pyridazine COC1=NC=C(C(=N1)OC)C=1C=C(C=2N(N1)C(=CN2)F)[C@@H]2[C@H](C2)C2=CC=C1C=NN(C1=C2F)CC(F)(F)F